5-{6-[2-(4-Chloro-2-nitro-phenyl)-ethylamino]-pyrimidin-4-yl}-3-ethoxy-thiophene ClC1=CC(=C(C=C1)CCNC1=CC(=NC=N1)C1=CC(=CS1)OCC)[N+](=O)[O-]